5-((3-(Difluoromethyl)pyrazin-2-yl)methyl)-7-(1-(2-fluoro-6-methylphenyl)piperidin-4-yl)pyrido[2,3-b]pyrazin-6(5H)-one FC(C=1C(=NC=CN1)CN1C(C(=CC=2C1=NC=CN2)C2CCN(CC2)C2=C(C=CC=C2C)F)=O)F